O1CCC2=C1C=C(C=C2)[C@H]2CC1(CN(C1)C(=O)C1CC(C1)(C)O)CC2 |r| (rac)-(6-(2,3-Dihydrobenzofuran-6-yl)-2-azaspiro[3.4]octan-2-yl)((1s,3s)-3-hydroxy-3-methylcyclobutyl)methanone